4-(4-(((R)-3-((5-Chloro-4-(1H-indol-3-yl)pyrimidin-2-yl)amino)pyrrolidin-1-yl)Methyl)piperidin-1-yl)-2-(2,6-dioxopiperidin-3-yl)isoindoline-1,3-dione ClC=1C(=NC(=NC1)N[C@H]1CN(CC1)CC1CCN(CC1)C1=C2C(N(C(C2=CC=C1)=O)C1C(NC(CC1)=O)=O)=O)C1=CNC2=CC=CC=C12